methyl 4-amino-1-(2-aminophenyl)-7-bromo-2-oxo-1,2-dihydroquinoline-3-carboxylate NC1=C(C(N(C2=CC(=CC=C12)Br)C1=C(C=CC=C1)N)=O)C(=O)OC